1,2-distearoylsn-glycero-3-phosphocholine C(CCCCCCCCCCCCCCCCC)(=O)OC[C@@H](OC(CCCCCCCCCCCCCCCCC)=O)COP(=O)([O-])OCC[N+](C)(C)C